FC(C(C(C(S(=O)(=O)[O-])(F)F)(F)F)(F)F)(F)F.C(C)(C)(C)C1=CC=C(C=C1)[I+]C1=CC=C(C=C1)C(C)(C)C bis(4-t-butylphenyl)iodonium nonafluorobutanesulfonate